ClC1=CC(=NC(=C1)C1=CC=C(C=C1)OC)C=1C=C(C=CC1)N1CCNCC1 1-(3-(4-chloro-6-(4-methoxyphenyl)pyridin-2-yl)phenyl)piperazine